FC1=CC=C2C=NN(C2=C1CN)C (6-fluoro-1-methyl-1H-indazol-7-yl)methanamine